C(C)(=O)[C@@]1([C@H](S)O[C@@H]([C@]([C@@]1(O)C(C)=O)(O)C(C)=O)C(O)C(C)=O)O 2,3,4,6-tetraacetyl-1-thio-beta-D-glucose